ethyl 6-chloro-7-fluoro-1-(6-((3-hydroxypropyl)amino)pyridin-3-yl)-4-oxo-1,4-dihydroquinoline-3-carboxylate ClC=1C=C2C(C(=CN(C2=CC1F)C=1C=NC(=CC1)NCCCO)C(=O)OCC)=O